BrC=1C=C2C(C3(CCN(CC3)C(=O)OC(C)(C)C)CC2=CC1)=O tert-butyl 5-bromanyl-3-oxidanylidene-spiro[1H-indene-2,4'-piperidine]-1'-carboxylate